BrC1=CC(=C2C(=N1)C(=NN2C(C)C)C)NCC2=NC=CC=N2 5-bromo-1-isopropyl-3-methyl-N-(pyrimidin-2-ylmethyl)-1H-pyrazolo[4,3-b]Pyridin-7-amine